BrC=1C=CC2=C(C(CS2=O)(C)C)C1 C5-bromo-3,3-dimethyl-2,3-dihydro-1λ4-benzothiophene-1-one